C(N)(=N)C=1C=C(SC1)[C@@H](C)NC(=O)[C@H]1N(CC2(OCCO2)C1)C(CNC(=O)C=1C=C(C=CC1)C1=CC=C(C=C1)F)=O (S)-N-((R)-1-(4-carbamimidoylthiophen-2-yl)ethyl)-7-((4'-fluoro-[1,1'-biphenyl]-3-carbonyl)glycyl)-1,4-dioxa-7-azaspiro[4.4]nonane-8-carboxamide